C(CCCCCCCCC(=O)[O-])CCCCCCCC(=O)[O-] The molecule is a dicarboxylic acid dianion obtained by deprotonation of both carboxy groups of octadecanedioic acid. It is a conjugate base of an octadecanedioic acid.